FC(C1=CC=C(C=C1)C1=CC=CC(=N1)C(=O)N)(F)F 6-(4-(trifluoromethyl)phenyl)picolinamide